FC1=C(C(=C(C(=C1O)F)F)O)F 1,2,4,5-tetrafluoro-3,6-dihydroxybenzene